NC1=C(C=C(C2=C1CC(O2)O)C(=O)NC2CCN(CC2)CCCOC)Cl 4-amino-5-chloro-2-hydroxy-N-(1-(3-methoxypropyl)piperidine-4-yl)-2,3-dihydrobenzofuran-7-formamide